CC1=C(OC(C(=O)O)(C)C)C(=CC(=C1)CN1N=CN(C1=O)C1=CC=C(C=C1)SC)C 2-(2,6-Dimethyl-4-((4-(4-(methylthio)phenyl)-5-oxo-4,5-dihydro-1H-1,2,4-triAzol-1-yl)methyl)phenoxy)-2-methylpropionic acid